ClC1=CC2=C(NC(=N2)\C=C\C2=CC=CC=C2)C=C1Cl (E)-5,6-dichloro-2-styryl-1H-benzimidazole